N-[4-[3-chloro-2-methyl-5-(4-methylpiperazin-1-yl)phenoxy]-6-(2,6-dimethylphenyl)pyrimidin-2-yl]-1-methyl-pyrazole-4-sulfonamide ClC=1C(=C(OC2=NC(=NC(=C2)C2=C(C=CC=C2C)C)NS(=O)(=O)C=2C=NN(C2)C)C=C(C1)N1CCN(CC1)C)C